C(C1=CC=CC=C1)OC1=CC=C(C=C1)N1CCC(CC1)C(OC)OC 1-(4-benzyloxyphenyl)-4-(dimethoxymethyl)piperidine